N-(3-chlorobicyclo[1.1.1]pentan-1-yl)-9,9-difluoro-10-oxospiro[4.5]decane-7-carboxamide ClC12CC(C1)(C2)NC(=O)C2CC1(CCCC1)C(C(C2)(F)F)=O